CSC1=NC=C(C(=N1)NC1=CC=C(C=C1)[N+](=O)[O-])C(CC(=O)OCC)=O ethyl 3-(2-(methylthio)-4-((4-nitrophenyl)amino)pyrimidin-5-yl)-3-oxopropanoate